[Cl-].[Cl-].C(CC)[PH+](CCC)CCC.C(CC)[PH+](CCC)CCC tripropylphosphonium dichloride